COC1=NC=C(C2=C1N=C(S2)NC(=O)N2C[C@H](CC2)CN(C)C)C2CCOCC2 (R)-3-Dimethylaminomethyl-pyrrolidine-1-carboxylic acid [4-methoxy-7-(tetrahydro-pyran-4-yl)-thiazolo[4,5-c]pyridin-2-yl]-amide